C(C)(C)(C)OC(O[C@H](COC1=NSN=C1N1CCOCC1)CN(C(C)(C)C)C(C)=O)=O Carbonic acid (S)-1-[(acetyl-tert-butyl-amino)-methyl]-2-(4-morpholin-4-yl-[1,2,5]thiadiazol-3-yloxy)-ethyl ester tert-butyl ester